(-)-(S)-1,2-Diphenylethan-1-ol C1(=CC=CC=C1)[C@H](CC1=CC=CC=C1)O